bis(trifluoromethane)sulfonimide aluminum salt [Al+3].[N-](S(=O)(=O)C(F)(F)F)S(=O)(=O)C(F)(F)F.[N-](S(=O)(=O)C(F)(F)F)S(=O)(=O)C(F)(F)F.[N-](S(=O)(=O)C(F)(F)F)S(=O)(=O)C(F)(F)F